2-(1-fluoro-cyclopropylmethyl)-6-[1-(2-fluoro-6-methyl-phenyl)-piperidin-4-yl]-4-(2-trifluoromethyl-benzyl)-2,4,6,7-tetrahydro-pyrazolo[4,3-d]pyrimidin-5-one FC1(CC1)CN1N=C2C(N(C(N(C2)C2CCN(CC2)C2=C(C=CC=C2C)F)=O)CC2=C(C=CC=C2)C(F)(F)F)=C1